isopropyl-2',3'-dihydro-1'H-spiro[cyclopropane-1,4'-isoquinoline]-6'-amine C(C)(C)C1NCC2(C3=CC(=CC=C13)N)CC2